2-Bromo-5-hydroxy-4-methoxybenzoic acid BrC1=C(C(=O)O)C=C(C(=C1)OC)O